N1=CC=C(C=C1)C=1C=C(C=CC1)C1=CC(=NC(=C1)N1C=2C=CC=C(C2C=2C(=CC=CC12)N(C1=CC=CC=C1)C1=CC=CC=C1)N(C1=CC=CC=C1)C1=CC=CC=C1)N1C=2C=CC=C(C2C=2C(=CC=CC12)N(C1=CC=CC=C1)C1=CC=CC=C1)N(C1=CC=CC=C1)C1=CC=CC=C1 9,9'-(4-(3-(pyridin-4-yl)phenyl)pyridine-2,6-diyl)bis(N4,N4,N5,N5-tetraphenyl-9H-carbazole-4,5-diamine)